2-(4-(benzo[d]oxazol-2-yl)-5-methoxy-1-methyl-6-oxo-1,6-dihydropyrimidin-2-yl)-N,N-dimethyl-1-(pyridin-3-yl)-1,2,3,4-tetrahydroisoquinoline-7-carboxamide O1C(=NC2=C1C=CC=C2)C=2N=C(N(C(C2OC)=O)C)N2C(C1=CC(=CC=C1CC2)C(=O)N(C)C)C=2C=NC=CC2